F[C@H]1CN(CC[C@H]1NC1=CC=CN2C(=C(C=C12)C1=NOC(=N1)[C@@H](C)NC(OC(C)(C)C)=O)SC(F)(F)F)C tert-butyl N-[(1R)-1-[3-(8-{[(3S,4R)-3-fluoro-1-methylpiperidin-4-yl]amino}-3-[(trifluoromethyl)sulfanyl]indolizin-2-yl)-1,2,4-oxadiazol-5-yl]ethyl]carbamate